ClC=1C=C(C(=O)NC2=NC=CC(=C2)C#N)C=CC1 3-chloro-N-(4-cyanopyridin-2-yl)benzamide